C1(CC(CCC1)CN)CN 3-cyclohexane-bis(methylamine)